S(=O)(O)CCC(=O)OC.[Na] sodium 1-methyl 3-sulfinopropanoate